N(=N[N])[N] azo-dinitrogen